C([C@H](O)[C@@H](O)C(=O)O)(=O)O.N[C@@H](CC1=CC=CC=C1)C(=O)OC[C@H]1O[C@H]([C@@H]([C@H]([C@@H]1O)O)O)C1=CC(=C(C=C1)Cl)CC1=CC=C(C=C1)O[C@@H]1COCC1 ((2R,3S,4R,5R,6S)-6-(4-chloro-3-(4-(((S)-tetrahydrofuran-3-yl) Oxy)benzyl)phenyl)-3,4,5-trihydroxytetrahydro-2H-pyran-2-yl)methyl L-phenylalaninate L-tartaric acid salt